2-Hydroxybenzimidazole OC=1NC2=C(N1)C=CC=C2